C(C1=CC=CC=C1)OCCC1(CCCC1)C=O 1-(2-(benzyloxy)ethyl)cyclopentane-1-carbaldehyde